sodium 2,6-dihydroxy-5'-methyl-4-pentyl-2'-(prop-1-en-2-yl)-1',2',3',4'-tetrahydro-[1,1'-biphenyl]-3-sulfonate OC1=C(C(=CC(=C1S(=O)(=O)[O-])CCCCC)O)C1C(CCC(=C1)C)C(=C)C.[Na+]